N-(6-(furan-3-yl)-2-(3-hydroxy-3-methylbutyl)-2H-indazol-5-yl)-2-(3-(trifluoromethyl)phenyl)thiazole-4-carboxamide O1C=C(C=C1)C=1C(=CC2=CN(N=C2C1)CCC(C)(C)O)NC(=O)C=1N=C(SC1)C1=CC(=CC=C1)C(F)(F)F